COC1=CC=C(CNC(CC[C@H](N)C(=O)O)=O)C=C1 N5-(4-Methoxybenzyl)glutamine